Cl.NC(CC(=O)N1CCN(CC1)C(=O)NC1=NC(N(C=C1)C1=CC=C(C=C1)CN(CC)[C@@H]1CC[C@H](CC1)N)=O)(C)C 4-(3-Amino-3-methylbutanoyl)-N-(1-(4-(((trans-4-aminocyclohexyl)(ethyl)amino)methyl)phenyl)-2-oxo-1,2-dihydropyrimidin-4-yl)piperazine-1-carboxamide hydrochloride salt